N-methyl-N-phenyl-1-(4-(5-(trifluoromethyl)-1,2,4-oxadiazol-3-yl)phenyl)-1H-pyrazole-4-sulfonamide CN(S(=O)(=O)C=1C=NN(C1)C1=CC=C(C=C1)C1=NOC(=N1)C(F)(F)F)C1=CC=CC=C1